ClC1=C(C(=C(C=C1OC)OC)Cl)C=1C(N(C2=CC(=NC=C2C1)C=1C=NN(C1)C)[C@@H]1COCC1)=O (S)-3-(2,6-dichloro-3,5-dimethoxyphenyl)-7-(1-methyl-1H-pyrazol-4-yl)-1-(tetrahydrofuran-3-yl)-1,6-naphthyridin-2(1H)-one